O=C1NC(CCC1NC1=CC(=C(C=C1)NC(=O)C1CCNCC1)F)=O N-[4-[(2,6-dioxo-3-piperidyl)amino]-2-fluoro-phenyl]Piperidine-4-carboxamide